CC(C)(C)OC(=O)NC1C(C1)OCC1=CC=CC=C1 {[2-(Benzyloxy)cyclopropyl]amino}methanoic acid-2-methylpropan-2-yl ester